N-(2-amino-5-methylphenyl)-N-methylcyclopropane-sulfonamide NC1=C(C=C(C=C1)C)N(S(=O)(=O)C1CC1)C